1H-Imidazol-1-thiocarboxylat N1(C=NC=C1)C([O-])=S